2-(2-(2-methylaminoethoxy)-ethoxy)acetic acid CNCCOCCOCC(=O)O